3-n-Butyl-1,5-diethyl-4-hydroxy-pyrazol C(CCC)C1=NN(C(=C1O)CC)CC